4-(5-phenoxypentan-2-yl)pyridine O(C1=CC=CC=C1)CCCC(C)C1=CC=NC=C1